COC1=C2C=C(NC2=CC=C1)C(=O)N1C(CCC1)C(=O)N 1-(4-methoxy-1H-indole-2-carbonyl)pyrrolidine-2-carboxamide